NN1C(=NC=2N(C(N(C2C1=O)CC#C)=O)[C@@H]1O[C@@H]([C@H]([C@H]1O)F)CO)N 1,2-diamino-9-((2R,3S,4S,5R)-4-fluoro-3-hydroxy-5-(hydroxymethyl)tetrahydrofuran-2-yl)-7-(prop-2-yn-1-yl)-7,9-dihydro-1H-purine-6,8-dione